C(C=C\C=C/C=C\C=C\C=C\C=C\CCCCCCCCC)(=O)O 4Z,7Z,11E,13E,15Z,19Z-docosahexaenoic acid